C(C)[Si](O[Si](C)(C)CC)(C)C 1,3-diethyl-1,1,3,3-tetramethyldisiloxane